BrC=1C=C(C=CC1NC=1N=NC(=CC1)C(F)(F)F)S(=O)(=O)N(C)CC1=CC=C(C=C1)OC 3-Bromo-N-[(4-methoxyphenyl)methyl]-N-methyl-4-[[6-(trifluoromethyl)pyridazin-3-yl]amino]benzenesulfonamide